methyl (2,2-dimethyl-11-(5-propylfuran-2-yl)undecanoyl)glycinate CC(C(=O)NCC(=O)OC)(CCCCCCCCCC=1OC(=CC1)CCC)C